6-(4-((2-(2,6-dioxopiperidin-3-yl)-6-fluoro-1,3-dioxoisoindolin-5-yl)methyl)piperazin-1-yl)-2-(4-phenoxyphenyl)nicotinamide O=C1NC(CCC1N1C(C2=CC(=C(C=C2C1=O)CN1CCN(CC1)C1=NC(=C(C(=O)N)C=C1)C1=CC=C(C=C1)OC1=CC=CC=C1)F)=O)=O